COC(=O)C1CCC(CC1)CO (1S,4S)-4-(hydroxymethyl)cyclohexane-1-carboxylic acid methyl ester